1H-Pyrrolo[2,3-c]pyridine-5-carbonitrile N1C=CC=2C1=CN=C(C2)C#N